C(C)(C)C1=C(NC2=CC=C(C=C12)C1CCN(CC1)CCC)C=1C=C(C(N(C1)C)=O)C=1C=NC=C(C1)C 5-(3-isopropyl-5-(1-propylpiperidin-4-yl)-1H-indol-2-yl)-1,5'-dimethyl-[3,3'-bipyridine]-2(1H)-one